NC1=NC(=C(C=2N1C=C(N2)C(=O)NCC)C2=CC=NN2CCC)C2=CC(=CC=C2)C#N 5-amino-7-(3-cyanophenyl)-N-ethyl-8-(1-propyl-1H-pyrazol-5-yl)imidazo[1,2-c]pyrimidine-2-carboxamide